N-hydroxy-4-(3-oxo-3-(4-(2-((2-phenylcyclopropyl)amino)acetyl)piperazin-1-yl)propyl)benzamide TFA salt OC(=O)C(F)(F)F.ONC(C1=CC=C(C=C1)CCC(N1CCN(CC1)C(CNC1C(C1)C1=CC=CC=C1)=O)=O)=O